(E)-2-((4-(cyclohexyloxy)-4-oxobut-2-enoyl)oxy)acetic acid C1(CCCCC1)OC(/C=C/C(=O)OCC(=O)O)=O